ClC1=CC=C(C(=N1)C(=O)NS(=O)(=O)C)N[C@H](C)C=1C=C(C=C2C(N(C(=NC12)N1CCN(CC1)C1=NC(=NC=C1F)OC)C)=O)C (R)-6-chloro-3-((1-(2-(4-(5-fluoro-2-methoxypyrimidin-4-yl)piperazin-1-yl)-3,6-dimethyl-4-oxo-3,4-dihydroquinazolin-8-yl)ethyl)amino)-N-(methylsulfonyl)picolinamide